C(CCCCCCC(=O)OCCCCCCCCC)(=O)OCC1=CC(=CC(=C1)CO)COC(CCC(OCCCCCCCC)OCCCCCCCC)=O 1-(3-(((4,4-bis(octyloxy)butanoyl)oxy)methyl)-5-(hydroxymethyl)benzyl) 8-nonyl octanedioate